2-[2-(4-bromo-3-methyl-phenoxy)-7-azaspiro[3.5]nonan-7-yl]-N-[3-(2,6-dioxo-3-piperidyl)-1-methyl-indazol-6-yl]acetamide BrC1=C(C=C(OC2CC3(C2)CCN(CC3)CC(=O)NC3=CC=C2C(=NN(C2=C3)C)C3C(NC(CC3)=O)=O)C=C1)C